C1(=CC=CC=C1)C=1C=C(C2=C(C=[13CH]S2)C1)N1C(=CC2=CC=CC=C12)C1=CC=C(C=C1)C(C)=O 5-phenyl-7-(2-(4-acetylphenyl)-1H-1-indolyl)benzothiophene-13C